[Si](C1=CC=CC=C1)(C1=CC=CC=C1)(C(C)(C)C)OCC(CN[C@@H](CC1=CNC2=CC(=CC=C12)C(F)(F)F)C)(F)F (R)-3-((tert-butyldiphenylsilyl)oxy)-2,2-difluoro-N-(1-(6-(trifluoromethyl)-1H-indol-3-yl)propan-2-yl)propan-1-amine